(S)-N-(3-amino-1-(hydroxyamino)-3-methyl-1-oxobutan-2-yl)-4-((4-nitrophenyl)butan-1,3-diyne-1-yl)-piperazin-1-carboxamide NC([C@@H](C(=O)NO)NC(=O)N1CCN(CC1)C#CC#CC1=CC=C(C=C1)[N+](=O)[O-])(C)C